COC(C1CCN(CC1)C1=CC=C(C=C1)[C@H]1C=2C=CC(=CC2CC[C@]1(C1=CC=CC=C1)C)O)OC (5R,6R)-5-(4-(4-(dimethoxymethyl)piperidin-1-yl)phenyl)-6-methyl-6-phenyl-5,6,7,8-tetrahydronaphthalen-2-ol